FC1=CC=C(C=C1)C1=C(N(C2=CC=CC=C12)C(C)C)/C=C/C=O (E)-3-(3-(4-fluorophenyl)-1-isopropyl-1H-indol-2-yl)acrolein